C(C)(C)C=1C(=NN(C1)C1CCNCC1)OC1=CC=C(C=C1)OC(F)(F)F 4-[4-isopropyl-3-[4-(trifluoromethoxy)phenoxy]pyrazol-1-yl]piperidine